2,5-Dimethylpiperidine-4-carboxylic acid methyl ester COC(=O)C1CC(NCC1C)C